1-(3,5-dichlorobenzyl)-4-(piperazin-1-yl)-2-(trifluoromethyl)-1H-benzo[d]imidazole ClC=1C=C(CN2C(=NC3=C2C=CC=C3N3CCNCC3)C(F)(F)F)C=C(C1)Cl